C12C(C3CC(CC(C1)C3)C2)N2CCC3=C2C=C2C(=NC(=NC2=C3)C)N[C@H](C)C3=CC(=CC(=C3)C(F)(F)F)N 6-[(1R,3S,5R,7R)-adamantan-2-yl]-N-{(R)-1-[3-amino-5-(trifluoromethyl)phenyl]ethyl}-2-methyl-7,8-dihydro-6H-pyrrolo[2,3-g]quinazolin-4-amine